CC1(CCC=2C=C3C=CC(OC3=CC2O1)=O)C 8,8-dimethyl-2-oxo-6,7-dihydro-2H,8H-pyrano[3,2-g]chromene